N-[(5-chlorothiophen-2-yl)methyl]-1-(2,6-dimethylcyclohexanecarbonyl)-3-(piperidin-4-yl)-1H-pyrazol-5-amine hydrochloride Cl.ClC1=CC=C(S1)CNC1=CC(=NN1C(=O)C1C(CCCC1C)C)C1CCNCC1